3-(pyridin-2-yl)-1,2-dihydroquinolin-2-one N1=C(C=CC=C1)C=1C(NC2=CC=CC=C2C1)=O